FC=1C=NC(=NC1)NC1=NC=C(C=C1)N1CCNCC1 5-fluoro-N-(5-(piperazin-1-yl)pyridin-2-yl)pyrimidin-2-amine